1-(imidazo[4,5-d]pyrrolo[2,3-b]pyridin-1(6H)-yl)piperidine-4-carbonitrile N1(C=NC=2C1=C1C(=NC2)NC=C1)N1CCC(CC1)C#N